NC1=NC(=C(C=2N1C(N(N2)CC2N(CCC2)CC2=C(C=CC=C2)CN)=O)C2=CC(=NC(=C2)C)C)C2=CC=CC=C2 5-amino-2-[[1-[[2-(aminomethyl)phenyl]methyl]pyrrolidin-2-yl]methyl]-8-(2,6-dimethyl-4-pyridyl)-7-phenyl-[1,2,4]triazolo[4,3-c]pyrimidin-3-one